tert-Butyl ((3R,5S)-5-(((tert-butyldimethylsilyl)oxy)methyl)-1-(2-((dimethylamino)methyl)-5-nitrobenzo[d]thiazol-4-yl)pyrrolidin-3-yl)carbamate [Si](C)(C)(C(C)(C)C)OC[C@@H]1C[C@H](CN1C1=C(C=CC2=C1N=C(S2)CN(C)C)[N+](=O)[O-])NC(OC(C)(C)C)=O